oxadiazole-3-carboxylic acid (pyrazin-2-ylmethyl)-amide N1=C(C=NC=C1)CNC(=O)N1NOC=C1